FC=1C=CC(=NC1C1(COC1)F)N1N(C(C=2C1=NC(=NC2)NC=2C=C1CCNCC1=CC2)=O)C(C)C (5-fluoro-6-(3-fluorooxetan-3-yl)pyridin-2-yl)-2-isopropyl-6-((1,2,3,4-tetrahydroisoquinolin-6-yl)amino)-1,2-dihydro-3H-pyrazolo[3,4-d]pyrimidin-3-one